C(CCC)C=1OC2=C(N1)C=CC(=C2)C/C(/CN)=C/F (Z)-2-((2-butylbenzo[d]oxazol-6-yl)methyl)-3-fluoroprop-2-en-1-amine